1-{2-[3-(4-Chlorophenyl)ureido]benzo[d]thiazol-6-yl}-1-[2-(3-oxomorpholin-4-yl)ethyl]-3-(4-chlorophenyl)urea ClC1=CC=C(C=C1)NC(NC=1SC2=C(N1)C=CC(=C2)N(C(=O)NC2=CC=C(C=C2)Cl)CCN2C(COCC2)=O)=O